Cl.FC1=C(C=C2CN(C(C2=C1)=O)N1C(CCCC1=O)=O)C1CCNCC1 (6-fluoro-1-oxo-5-(piperidin-4-yl)isoindolin-2-yl)piperidine-2,6-dione HCl salt